ClC1=CC=C(C(=N1)C(=O)O)N[C@H](C)C1=C2N=C(C(=NC2=CC(=C1)C)C#N)N1C[C@H](OC[C@H]1C)C 6-chloro-3-(((R)-1-(2-cyano-3-((2R,5R)-2,5-dimethylmorpholino)-7-methylquinoxalin-5-yl)ethyl)amino)picolinic acid